N1C=NC2=C1C=C1C(=C2)OCCO1 6,7-dihydro-1H-[1,4]dioxino[2',3':4,5]benzo[1,2-d]imidazole